COC1=CC=C(C=C1)C1=C(C=C2C=CC3=CC=CC4=CC=C1C2=C34)O (4-methoxyphenyl)-2-hydroxypyrene